C(C)(C)C=1C(=C(C=CC1)O)C ISOPROPYLMETHYLPHENOL